4-[5,7-dichloro-3-(3,4-dimethoxybenzyl)-2,4-dioxo-3,4-dihydroquinazolin-1(2H)-yl]piperidine-1-carbaldehyde ClC1=C2C(N(C(N(C2=CC(=C1)Cl)C1CCN(CC1)C=O)=O)CC1=CC(=C(C=C1)OC)OC)=O